6-Chloro-5-(3-fluoro-4-hydroxy-phenyl)-3-[1-hydroxyl-(3-methyl-isoxazol-5-yl)-methylidene]-1,3-dihydro-indol-2-one ClC1=C(C=C2C(C(NC2=C1)=O)=C(O)C1=CC(=NO1)C)C1=CC(=C(C=C1)O)F